NC=1N=C(C2=C(N1)C=CN2CC2=C(C=C(CN1CC(C1)N(C(OC(C)(C)C)=O)C)C=C2)OC)NCCCCC tert-butyl (1-(4-((2-amino-4-(pentylamino)-5H-pyrrolo[3,2-d]pyrimidin-5-yl)methyl)-3-methoxybenzyl)azetidin-3-yl)(methyl)carbamate